C1(CCCCC1)NC(=O)C1=CC2=C(N=C(S2)C2CCNCC2)C=C1 N-cyclohexyl-2-(piperidin-4-yl)benzo-[d]thiazole-6-carboxamide